1-(6-fluoro-2'-methyl-[1,1'-Biphenyl]-3-yl)naphthalene FC1=CC=C(C=C1C1=C(C=CC=C1)C)C1=CC=CC2=CC=CC=C12